(S)-2-(trifluoromethyl)-azetidinyl-6λ2-azabicyclo[3.1.1]heptane FC(C1N(CC1)[C@]12CCCC([N]1)C2)(F)F